C(C1=CC=CC=C1)OC1=NC(=CC=C1C1=NN(C2=CC(=CC=C12)C#CC(OCC)OCC)C)OCC1=CC=CC=C1 3-(2,6-bis(benzyloxy)pyridin-3-yl)-6-(3,3-diethoxyprop-1-yn-1-yl)-1-methyl-1H-indazole